C(=O)(O)C1=C(C=C(C=C1)C1=CC=C(C=C1)F)NC(=O)C1=C(C=C(C=C1)C(=O)O)C(=O)O 4-({4-carboxy-4'-fluoro-[1,1'-biphenyl]-3-yl}carbamoyl)benzene-1,3-dicarboxylic acid